3,6-dihydropyrimidin N1=CNC=CC1